5-[(1R)-1-(2,4-dichlorophenyl)ethoxy]-6-methylpyridin-3-yl-[3,4'-bipiperidine]-1-carboxylate ClC1=C(C=CC(=C1)Cl)[C@@H](C)OC=1C=C(C=NC1C)OC(=O)N1CC(CCC1)C1CCNCC1